(2-amino-3-pentylquinolin-5-yl)-22-methyl-4,7,10,13,16,19-hexaoxa-22-azaheptacosanoic acid hydrochloride Cl.NC1=NC2=CC=CC(=C2C=C1CCCCC)C(C(=O)O)COCCOCCOCCOCCOCCOCCN(CCCCC)C